diazaborinin N1=NB=CC=C1